7-(methylamino)-3,4-dihydro-1H-isoquinoline-2-carboxylic acid tert-butyl ester C(C)(C)(C)OC(=O)N1CC2=CC(=CC=C2CC1)NC